Naphthalene methacrylate C(C(=C)C)(=O)O.C1=CC=CC2=CC=CC=C12